P(=O)(O)(O)OC[C@@H]1[C@H](C([C@@](O1)(N1C=NC=2C(N)=NC=NC12)C(CC(C)C)=O)(O)O)O hydroxyisovaleryl-adenosine monophosphate